NC1=CC=CC=2C(C3=CC=CC=C3C(C12)=O)=O monoaminoanthraquinone